CN1C(=NC=C1C1=CC(=C(C=C1)NC=1N=CC2=C(N1)C(=NC(=C2)C)NCC2(COCC2)C)OC)C N2-(4-(1,2-dimethyl-1H-imidazol-5-yl)-2-methoxyphenyl)-6-methyl-N8-((3-methyltetrahydrofuran-3-yl)methyl)pyrido[3,4-d]pyrimidine-2,8-diamine